FC(C1=NC=CC(=C1)N1CC(C1)CC(=O)N1CC=2C(=C3CCOC3=NC2C1)C)F 2-[1-(2-Difluoromethyl-pyridin-4-yl)-azetidin-3-yl]-1-(4-methyl-2,3,5,7-tetrahydro-1-oxa-6,8-diaza-s-indacen-6-yl)-ethanone